N-((5-fluoro-2,3-dihydrobenzofuran-4-yl)methyl)pyrido[3,4-d]pyrimidin-8-amine FC=1C=CC2=C(CCO2)C1CNC1=NC=CC2=C1N=CN=C2